(E)-3-(4-chlorophenyl)-1-(4-cyclobutylpiperazin-1-yl)prop-2-en-1-one ClC1=CC=C(C=C1)/C=C/C(=O)N1CCN(CC1)C1CCC1